tert-butyl (2R,4S)-2-[(4-cyclopropylphenyl)carbamoyl]-4-(trifluoromethyl)pyrrolidine-1-carboxylate C1(CC1)C1=CC=C(C=C1)NC(=O)[C@@H]1N(C[C@H](C1)C(F)(F)F)C(=O)OC(C)(C)C